C(C)C1(COC1)COCC1=CC=CC=C1 1-(3-ethyl-3-oxetanylmethoxy)methylbenzene